C(N)(=O)CN1CC(CCC1)C(C)(C)NC(=O)C1=NN(C2=CC=CC=C12)CC1=CC=C(C=C1)F N-{2-[1-(carbamoylmethyl)piperidin-3-yl]propan-2-yl}-1-[(4-fluorophenyl)methyl]-1H-indazole-3-carboxamide